2-[(4-Chlorophenyl)methyl]-1-(2-hydroxyethyl)-4,5,6,7-tetrahydropyrazolo[4,3-c]pyridin-3-one ClC1=CC=C(C=C1)CN1N(C2=C(CNCC2)C1=O)CCO